FC=1C=C2C(=CNC2=CC1)C(=O)[C@@H]1NCCC1 (5-fluoro-1H-indol-3-yl)[(2R)-pyrrolidin-2-yl]methanone